6-(2-isopropyl-4-(2-methyl-2H-indazol-4-yl)benzyl)-6,7-dihydro-5H-pyrrolo[3,4-b]pyridin-5-one-7,7-d2 C(C)(C)C1=C(CN2C(C3=NC=CC=C3C2=O)([2H])[2H])C=CC(=C1)C=1C2=CN(N=C2C=CC1)C